P(=O)(OCCC1CCN(CC1)C1=NC=NC2=CC(=C(C=C12)OC)OC)(O)O 2-(1-(6,7-dimethoxyquinazolin-4-yl)piperidin-4-yl)ethyl Dihydrogen Phosphate